FC1=CC(=C(C=C1)C=1C=CC=C2C=NC(=NC12)NC=1C=CC(=C(C1)NC(CN1CCN(CC1)C)=O)C)OC(C)C N-(5-((8-(4-fluoro-2-isopropoxyphenyl)quinazolin-2-yl)amino)-2-methylphenyl)-2-(4-methylpiperazin-1-yl)acetamide